(2s,4r)-N-(3-methyloxetan-3-yl)-2-phenylpiperidin-4-amine TFA salt OC(=O)C(F)(F)F.CC1(COC1)N[C@H]1C[C@H](NCC1)C1=CC=CC=C1